ethyl 2-{[(tert-butoxy)carbonyl](methyl)amino}-5-(piperidin-1-yl)-1,3-thiazole-4-carboxylate C(C)(C)(C)OC(=O)N(C=1SC(=C(N1)C(=O)OCC)N1CCCCC1)C